6-((1-((1-Amino-3-hydroxy-2-methylpropan-2-yl)sulfonyl)cyclopropyl)methyl)-N-(4-chlorobenzyl)-1-methyl-7-oxo-4,5,6,7-tetrahydro-1H-pyrazolo[3,4-c]pyridine-3-carboxamide NCC(CO)(C)S(=O)(=O)C1(CC1)CN1C(C2=C(CC1)C(=NN2C)C(=O)NCC2=CC=C(C=C2)Cl)=O